hydroxyl-sodium phenylphosphate C1(=CC=CC=C1)OP(=O)(O)O.O[Na]